C1=CC(=C(C(=C1)N)C(=O)O)C(=O)O aminophthalic acid